CC1=CSC2=C1C(=NC=C2)N[C@H]2CNCCC2 (R)-3-methyl-N-(piperidin-3-yl)thieno[3,2-c]pyridin-4-amine